ClC1=NC=C(C(=C1)C=1C=CC=2C=3C=4NC[C@H](NC(C4SC3C=CC2N1)=O)C)Cl (15R)-5-(2,5-dichloro-4-pyridyl)-15-methyl-11-thia-6,14,17-triazatetracyclo[8.8.0.0^2,7.0^12,18]octadeca-1(10),2(7),3,5,8,12(18)-hexaen-13-one